ClC1=C(C(=O)NC2=C3C=NN(C3=CC=C2)C=2C=NC(=NC2)C)C=C(C=C1)CNC(C(C)(C)C)=O 2-Chloro-5-{[(2,2-dimethylpropanoyl)amino]methyl}-N-[(2-methylpyrimidin-5-yl)-1H-indazol-4-yl]benzamide